5-ethylamino-1,3,4-thiadiazole-2-thiol C(C)NC1=NN=C(S1)S